N1CC(CCC1)C1=CN=CO1 5-(piperidin-3-yl)-oxazole